C(C(C)=C)C1C2C=CC(C1)C2 2-methallyl-5-norbornene